C(C=C)NC(=S)NC1=CC=C(C=C1)CCCC 1-allyl-3-(4-butylphenyl)thiourea